C1CCN2CC=CCC12 1,2,3,5,8,8a-hexahydroindolizine